1-(6-chloropyridin-3-yl)-N,N-dimethyl-methylamine ClC1=CC=C(C=N1)CN(C)C